FC1=CC(=C(C=C1)N[C@H](C)C1=C2C=C(N(C(C2=CC(=C1)C)=O)C)B1OC(C(O1)(C)C)(C)C)C(F)(F)F (R)-5-(1-((4-fluoro-2-(trifluoromethyl)phenyl)amino)ethyl)-2,7-dimethyl-3-(4,4,5,5-tetramethyl-1,3,2-dioxaborolan-2-yl)isoquinolin-1(2H)-one